2-[(3R)-4-{[2-(1-benzylpiperidin-4-yl)ethyl]carbamoyl}-3-methylpiperazin-1-yl]-N-ethyl-N,6-dimethylpyrimidine-4-carboxamide C(C1=CC=CC=C1)N1CCC(CC1)CCNC(=O)N1[C@@H](CN(CC1)C1=NC(=CC(=N1)C(=O)N(C)CC)C)C